(6-bromo-3-(bromomethyl)-2-fluorophenyl)methanol Ethyl-(2RS)-2-(6-bromo-4,7-dichloro-indazol-2-yl)-2-(6,7-dihydro-5H-pyrrolo[1,2-c]imidazol-1-yl)acetate C(C)[C@](C(=O)OCC1=C(C(=CC=C1Br)CBr)F)(C1=C2N(C=N1)CCC2)N2N=C1C(=C(C=C(C1=C2)Cl)Br)Cl |r|